NCCOCCOCCCOCCOCCC(=O)OCC1=CC=CC=C1 benzyl 1-amino-3,6,10,13-tetraoxahexadecan-16-oate